ClC1=CC=C(C=N1)[C@@H](CC=O)NC(OC(C)(C)C)=O (R)-tert-butyl (1-(6-chloropyridin-3-yl)-3-oxopropyl)carbamate